N1(C=NC=C1)CC=1C=C(C=CC1)NC=1N=CC2=C(N1)CN(CC2)C2=C(C1=C(OCCN1)N=C2)C N-{3-[(1H-imidazol-1-yl)methyl]phenyl}-7-{8-methyl-1H,2H,3H-pyrido[2,3-b][1,4]oxazin-7-yl}-5H,6H,7H,8H-pyrido[3,4-d]pyrimidin-2-amine